FC(OC1=C(C(=C(C(=C1OC(F)(F)F)N)OC(F)(F)F)OC(F)(F)F)C1=CC=C(N)C=C1)(F)F 2,3,5,6-tetrakis(trifluoromethoxy)benzidine